(3S,4S) or (3R,4R)-4-(4-(2-amino-6-chloroquinazolin-7-yl)piperazin-1-yl)tetrahydrofuran-3-ol NC1=NC2=CC(=C(C=C2C=N1)Cl)N1CCN(CC1)[C@@H]1[C@@H](COC1)O |o1:18,19|